BrC1=C(SC=C1)[C@H](C)OCCCC(O)=S.CC1=CC=C(C=C1)S(=O)(=O)NCC(=O)NC1=CC=C(C=C1)N1CCOCC1 2-(4-Methylphenylsulfonamido)-N-(4-morpholinophenyl)acetamide (S)-(2-(1-(3-bromothiophen-2-yl)ethoxy)ethyl)ethanethioate